N-(3-(benzo[d]oxazol-2-yl)phenyl)-2-(3-bromophenyl)acetamide O1C(=NC2=C1C=CC=C2)C=2C=C(C=CC2)NC(CC2=CC(=CC=C2)Br)=O